(4-methoxybenzylidene)-4-butylaniline COC1=CC=C(C=NC2=CC=C(C=C2)CCCC)C=C1